methyl 5-((2-chloro-5-fluorophenyl)amino)-4-(3-fluoro-5-(trifluoromethyl)benzamido)thiophene-2-carboxylate ClC1=C(C=C(C=C1)F)NC1=C(C=C(S1)C(=O)OC)NC(C1=CC(=CC(=C1)C(F)(F)F)F)=O